O=C(C(C)NC(CCCC=1C=NC=CC1)=O)N1CCCC1 N-(1-Oxo-1-(pyrrolidin-1-yl)propan-2-yl)-4-(pyridin-3-yl)butanamide